2-(methylsulfonyl)-5-((trifluoromethyl)thio)benzoic acid CS(=O)(=O)C1=C(C(=O)O)C=C(C=C1)SC(F)(F)F